Cl.NC1=CC(=NC(=C1)NC1=C(C=CC=C1)F)C(=O)N(C)C1CC2=CC=CC=C2C1 4-Amino-N-(2,3-dihydro-1H-inden-2-yl)-6-((2-fluorophenyl)amino)-N-methylpicolinamide hydrochloride